C(C)(C)(C)OC(=O)N1[C@H]2[C@H]([C@@H](C1)C2)NC2=C(C(=NC1=C(C(=C(C=C21)CCC#N)Br)F)OC)C#CCCC(=O)OC (1R,4R,5S)-5-((7-bromo-6-(2-cyanoethyl)-8-fluoro-2-methoxy-3-(5-methoxy-5-oxopent-1-yn-1-yl)quinolin-4-yl)amino)-2-azabicyclo[2.1.1]hexane-2-carboxylic acid tert-butyl ester